(3S,4S)-4-(4,4-diethyl-2-imino-6-oxo-hexahydropyrimidin-1-yl)-N-[(3S,4R)-3-hydroxy-3-methyl-chroman-4-yl]-3-(methoxymethyl)chromane-6-carboxamide C(C)C1(NC(N(C(C1)=O)[C@H]1[C@H](COC2=CC=C(C=C12)C(=O)N[C@H]1[C@](COC2=CC=CC=C12)(C)O)COC)=N)CC